2-oxo-pyridine-3-carboxamide O=C1NC=CC=C1C(=O)N